CC1=CC(=CC(=N1)C(=O)OC)C#C[C@@]12CN(C[C@H]2C1)C Methyl 6-methyl-4-(((1R,5S)-3-methyl-3-azabicyclo[3.1.0]hexan-1-yl)ethynyl)picolinate